3-methyl-4-(1-methylazepan-4-yl)aniline CC=1C=C(N)C=CC1C1CCN(CCC1)C